C(C)(C)(C)OC(=O)N(CCOCCOC1CCN(CC1)C(=O)OCC[Si](C)(C)C)C(=O)OC(C)(C)C 2-trimethylsilylethyl 4-[2-[2-[bis(tert-butoxycarbonyl)amino] ethoxy]ethoxy]piperidine-1-carboxylate